C(=O)(O)C=1C=C(C=C(C1)C(=O)O)CCC1=CC(=CC(=C1)C(=O)O)C(=O)O 1,2-bis(3,5-dicarboxyphenyl)ethane